γ-acrylamidopropyltriethoxysilane C(C=C)(=O)NCCC[Si](OCC)(OCC)OCC